Benzothienyl-(benzene) S1C(=CC2=C1C=CC=C2)C2=CC=CC=C2